FC(C=1C(=CNC(C1)=O)C(=O)NC1=C(C=C(C(=C1)C1=CC(=C(C=C1)F)C(NC)=O)F)N1C[C@H](N([C@H](C1)C)C)C)F |r| 4-(difluoromethyl)-N-[4-fluoro-5-[4-fluoro-3-(methylcarbamoyl)phenyl]-2-[rac-(3R,5S)-3,4,5-trimethylpiperazin-1-yl]phenyl]-6-oxo-1H-pyridine-3-carboxamide